CN1C=NC(=C1)C=1C=C(C=C2C=C(NC12)C1=CC=C(C=C1)C)NC(C=C)=O N-(7-(1-methyl-1H-imidazol-4-yl)-2-(p-tolyl)-1H-indol-5-yl)acrylamide